N1(C=NC=C1)C1=NC(=CC(=C1)NCC1=NC2=C(N1)C=CC(=C2)OC2=CC=CC=C2)C(F)(F)F 2-(1H-imidazol-1-yl)-N-((5-phenoxy-1H-benzo[d]imidazol-2-yl)methyl)-6-(trifluoromethyl)pyridin-4-amine